FC(C1=CC=C(C=C1)[SiH2]OC(Cl)Cl)(F)F 4-(trifluoromethyl)phenyldichloromethoxysilane